C(C)(=O)N1CCN(CC1)CCOC1=C2CN(CC2=CC=C1)C1=C(C(NN=C1)=O)C(F)(F)F 5-(4-(2-(4-Acetylpiperazin-1-yl)ethoxy)isoindolin-2-yl)-4-(trifluoromethyl)pyridazin-3(2H)-one